O=C1CC2(CCN(CC2)C(=O)OC(C)(C)C)CC(C1)=O tert-Butyl 8,10-dioxo-3-azaspiro[5.5]undecane-3-carboxylate